4-{4-[(2-{3-[(2,6-difluoro-4-methanesulfonyl-phenyl)amino]prop-1-yn-1-yl}-1-(2,2,2-trifluoroethyl)-1H-indol-4-yl)amino]piperidin-1-yl}-1λ6-thiane-1,1-dione FC1=C(C(=CC(=C1)S(=O)(=O)C)F)NCC#CC=1N(C2=CC=CC(=C2C1)NC1CCN(CC1)C1CCS(CC1)(=O)=O)CC(F)(F)F